2-bromo-7-chloro-3-((2-(trimethylsilyl)ethoxy)methyl)-3H-imidazo[4,5-b]pyridine BrC1=NC=2C(=NC=CC2Cl)N1COCC[Si](C)(C)C